propylpyridinium chlorochromate [Cr](=O)(=O)([O-])Cl.C(CC)[N+]1=CC=CC=C1